C(#N)C1=CC(=C(COC2=CC=CC(=N2)C2=CC(=C(CC3=NC4=C(N3CC3(CNC3)OC)C=C(C=C4)C(=O)OC)C=C2F)F)C=C1)F Methyl 2-(4-(6-((4-cyano-2-fluorobenzyl) oxy) pyridin-2-yl)-2,5-difluorobenzyl)-1-((3-methoxyazetidin-3-yl) methyl)-1H-benzo[d]imidazole-6-carboxylate